5-(chloromethyl)-1-(4-chlorophenyl)-1H-1,2,3,4-tetrazole ClCC1=NN=NN1C1=CC=C(C=C1)Cl